(R)-2-(3-(5-(4-methyl-4H-1,2,4-triazol-3-yl)spiro[2.3]hexane-5-yl)phenyl)-6-((2-methylmorpholino)methyl)-4-(trifluoromethyl)isoindolin-1-one CN1C(=NN=C1)C1(CC2(CC2)C1)C=1C=C(C=CC1)N1C(C2=CC(=CC(=C2C1)C(F)(F)F)CN1C[C@H](OCC1)C)=O